C(C)OC(=O)C=1C(C=2C=C(C=NC2N(C1)CCN1CCOCC1)B(O)O)=O (6-(ethoxycarbonyl)-8-(2-morpholinoethyl)-5-oxo-5,8-dihydro-1,8-naphthyridin-3-yl)boronic acid